3-(2-oxo-6-(piperidin-4-yl)benzo[cd]indol-1(2H)-yl)piperidine-2,6-dione O=C1N(C2=CC=C(C=3C2=C1C=CC3)C3CCNCC3)C3C(NC(CC3)=O)=O